1-cyano-4-(dimethylamino)-pyridinium tetrafluoroborate F[B-](F)(F)F.C(#N)[N+]1=CC=C(C=C1)N(C)C